C(C)(C)(C)OC(=O)N1C2=C(C=C1C(=O)O)SC=C2 4H-thieno[3,2-b]pyrrole-4,5-dicarboxylic acid 4-tert-butyl ester